BrC=1C=C2CN(C(N(C2=CC1)C)=O)C 6-bromo-1,3-dimethyl-3,4-dihydroquinazoline-2(1H)-one